FC1C2CN(CC1C2)CCCNC(=O)C2=CC1=C(N3C(S1)=NC(=C3)C3=C(C=C(C=C3)[C@@H]3NCCC3)F)C=C2 N-(3-(6-fluoro-3-azabicyclo[3.1.1]heptan-3-yl)propyl)-2-(2-fluoro-4-((R)-pyrrolidin-2-yl)phenyl)benzo[d]imidazo[2,1-b]thiazole-7-carboxamide